FC=1C=NN2C1N(CC(C2)CNC(C=C)=O)C2=CC=C(C=C2)C(F)(F)F N-((3-fluoro-4-(4-(trifluoromethyl)phenyl)-4,5,6,7-tetrahydropyrazolo[1,5-a]pyrimidin-6-yl)methyl)acrylamide